morpholine-4-yl acrylate C(C=C)(=O)ON1CCOCC1